benzyl (S)-2-(cyanomethyl)-4-(6-((2-methoxynaphthalen-1-yl)methyl)-2-(((S)-1-methylpyrrolidin-2-yl)methoxy)-6,7-dihydro-5H-pyrrolo[3,4-d]pyrimidin-4-yl)piperazine-1-carboxylate C(#N)C[C@@H]1N(CCN(C1)C=1C2=C(N=C(N1)OC[C@H]1N(CCC1)C)CN(C2)CC2=C(C=CC1=CC=CC=C21)OC)C(=O)OCC2=CC=CC=C2